(2R,3R,4S,5R)-4-[[3-(3-methoxy-2-pyridinyl)-4,5-dimethyl-5-(trifluoromethyl)tetrahydrofuran-2-carbonyl]amino]pyridine-2-carboxamide COC=1C(=NC=CC1)[C@@H]1[C@@H](O[C@]([C@H]1C)(C(F)(F)F)C)C(=O)NC1=CC(=NC=C1)C(=O)N